ClC(=C[C@@H]1NCCC[C@@H]1O)C |r| racemic-cis-2-(2-chloropropenyl)-3-hydroxypiperidine